2-[3-(6-methyl-2-pyridyl)-1H-pyrazol-4-yl]-7-(2-thienyl)-1,5-naphthyridine CC1=CC=CC(=N1)C1=NNC=C1C1=NC2=CC(=CN=C2C=C1)C=1SC=CC1